C(C=1C(C(=O)OC)=CC(OC)=C(OC)C1)(=O)OC Dimethyl m-hemipinate